2-((2-((5-chloro-2-(4-chloro-1H-1,2,3-triazol-1-yl)phenyl)amino)-2-oxoethyl)amino)-3-(2,4-difluorophenyl)propanoic acid tert-butyl ester C(C)(C)(C)OC(C(CC1=C(C=C(C=C1)F)F)NCC(=O)NC1=C(C=CC(=C1)Cl)N1N=NC(=C1)Cl)=O